C1(=CC=CC=C1)C#CC=1C=C2C(=NC=NC2=CC1)N1CC2(C1)CCN(CC2)C(=O)OCCCC butyl 2-[6-(phenylethynyl)quinazolin-4-yl]-2,7-diazaspiro[3.5]nonane-7-carboxylate